C(C)(=O)O[C@@H](COC1=C(C=C(C=C1Cl)C(C)(C)C1=CC=C(C=C1)OC[C@@H](COC(C)=O)O)Cl)CCl (S)-1-(4-(2-(4-((S)-3-acetoxy-2-hydroxypropoxy)phenyl)propan-2-yl)-2,6-dichlorophenoxy)-3-chloropropan-2-yl acetate